C[Si]1(CCCCCCC1)C dimethylsilocane